2-[(3-isopropylindolin-1-yl)methyl]-6-methoxy-3H-quinazolin-4-one C(C)(C)C1CN(C2=CC=CC=C12)CC1=NC2=CC=C(C=C2C(N1)=O)OC